O=CCCCCCB(O)O 6-oxohexylboronic acid